OCC[N+](C)(C)C.C(CCCCCCC)(=O)[O-] caprylic acid choline salt